COC=1C=C(C=CC1OC)C1=C2C=CC=C3C=C(C(C(C=C1)=C32)=O)O 7-(3,4-Dimethoxyphenyl)-2-hydroxy-1H-phenalen-1-one